6-methoxy-2-methyl-N-[1-[[(2S)-pyrrolidin-2-yl]methyl]pyrazolo[3,4-d]pyrimidin-6-yl]-3,4-dihydro-1H-isoquinolin-7-amine 2,2,2-trifluoroacetate FC(C(=O)O)(F)F.COC=1C=C2CCN(CC2=CC1NC1=NC=C2C(=N1)N(N=C2)C[C@H]2NCCC2)C